OC1(C(N(CC1)C(=O)NC1=NC(=C(C=C1)OC1=CC(=NC=C1)C=1C=NN(C1)C)C)=O)C 3-hydroxy-3-methyl-N-(6-methyl-5-((2-(1-methyl-1H-pyrazol-4-yl)pyridin-4-yl)oxy)pyridin-2-yl)-2-oxopyrrolidine-1-carboxamide